2-chloro-3-(trifluoromethyl)quinoxaline ClC1=NC2=CC=CC=C2N=C1C(F)(F)F